NC(CC(=O)N1CCOCC1)CSC1=CC=CC=C1 3-amino-1-(morpholin-4-yl)-4-(phenylsulfanyl)butan-1-one